FC1=CC(=C(C=C1)CC1CC2(CN(C2)C(=O)OC(C)(C)C)C1)C(F)(F)F tert-butyl 6-[[4-fluoro-2-(trifluoromethyl) phenyl] methyl]-2-azaspiro[3.3]heptane-2-carboxylate